3-phenylprop-2-ene-1-one C1(=CC=CC=C1)C=CC=O